S(=O)(=O)(O)O.C1=CC=CC=2CC3=CC=CC=C3C(C12)=O anthrone monosulfate